C(N)(=O)C=1C=C2C(=CN=C(C2=CC1OC(C)C)O[C@H]1CN(CCC1)C(CC#N)=O)C=1C=NN(C1)C1CCN(CC1)C(=O)OC(C)(C)C tert-butyl (R)-4-(4-(6-carbamoyl-1-((1-(2-cyanoacetyl)piperidin-3-yl)oxy)-7-isopropoxyisoquinolin-4-yl)-1H-pyrazol-1-yl)piperidine-1-carboxylate